phenanthrene-9,10-dione compound with diaminomaleonitrile N/C(=C(/C#N)\N)/C#N.C1=CC=CC=2C3=CC=CC=C3C(C(C12)=O)=O